C(C1=CC=CC=C1)C1=C(OCC(C)N2CCCCC2)C=CC=C1 1-[2-(2-benzylphenoxy)-1-methylethyl]piperidine